rac-5-{2-[(2R,5S)-2-(3-chloro-4-Fluorophenyl)-5-methylpiperidin-1-Yl]-2-oxoacetamido}Pyridine-3-carboxamide ClC=1C=C(C=CC1F)[C@@H]1N(C[C@H](CC1)C)C(C(=O)NC=1C=C(C=NC1)C(=O)N)=O |r|